N-(2-aminoethyl)-5-(5-(cyclopropylcarbamoyl)-2-methylphenyl)-2-((1-hydroxy-2-methylpropan-2-yl)amino)nicotinamide NCCNC(C1=C(N=CC(=C1)C1=C(C=CC(=C1)C(NC1CC1)=O)C)NC(CO)(C)C)=O